FC1(CN(C1)C(CCCC1=NC=2NCCCC2C=C1)=O)[C@H](CC(=O)O)C=1C=NC(=CC1)OC (R)-3-(3-fluoro-1-(4-(5,6,7,8-tetrahydro-1,8-naphthyridin-2-yl)butanoyl)azetidin-3-yl)-3-(6-methoxypyridin-3-yl)propanoic acid